tert-butyl (R)-((4-(3-hydroxypyrrolidin-1-yl)-1-(4-(trifluoromethoxy)phenyl)-1H-pyrazolo[3,4-b]pyridin-3-yl)methyl)carbamate O[C@H]1CN(CC1)C1=C2C(=NC=C1)N(N=C2CNC(OC(C)(C)C)=O)C2=CC=C(C=C2)OC(F)(F)F